2-(5-fluoropyridin-2-yl)-6,7-dihydro-4H-pyrazolo[5,1-c][1,4]oxazine FC=1C=CC(=NC1)C1=NN2C(COCC2)=C1